1-(4-(3-(4-fluorophenyl)-1,2,4-oxadiazol-5-yl)piperidin-1-yl)-2-(4-methyl-4H-1,2,4-triazol-3-yl)ethan-1-one FC1=CC=C(C=C1)C1=NOC(=N1)C1CCN(CC1)C(CC1=NN=CN1C)=O